Z-2-chloro-1,1,4,4,4-pentafluorobutene ClC(=C(F)F)CC(F)(F)F